O=C1NC(CCC1NC(C1=CC(=C(C=C1)C)C)=O)=O N-(2,6-dioxo-3-piperidinyl)-3,4-dimethyl-benzamide